NC1=NC(=NC(=N1)N)C(CC)C1=C(N=C(N1)CC)C 1-(4,6-diamino-s-triazin-2-yl)propyl-2-ethyl-4-methylimidazole